2,2-dioleyl-4-dimethylaminoethyl-[1,3]Dioxolane C(CCCCCCC\C=C/CCCCCCCC)C1(OCC(O1)CCN(C)C)CCCCCCCC\C=C/CCCCCCCC